FC(F)(F)C1=NC=2CCNC(C2C=C1)=O (trifluoromethyl)-7,8-dihydro-1,6-naphthyridin-5-one